[OH-].C(CCC)N(C=1C=C2C=CC(=CC2=CC1)C=CC1=CCN(C=C1)CCCS(=O)(=O)O)CCCC 4-[2-[6-(dibutylamino)-2-naphthyl]-vinyl]-1-(3-sulfopropyl)pyridine hydroxide